6-(trifluoromethyl)-nicotinate FC(C1=NC=C(C(=O)[O-])C=C1)(F)F